S1CC(NC2=C1C=CC=C2)=O 2H-1,4-Benzothiazin-3(4H)-One